8-hydroxyquinolin-2(1H)-one OC=1C=CC=C2C=CC(NC12)=O